N[C@@H](CC(=O)OCC)C=1C=C(C=C(C1F)C)C1=C(C=CC=C1C)Cl Ethyl (S)-3-amino-3-(2'-chloro-4-fluoro-5,6'-dimethyl-[1,1'-biphenyl]-3-yl)propanoate